N-(3,5-difluorophenyl)-5-oxopyrrolidine-2-carboxamide FC=1C=C(C=C(C1)F)NC(=O)C1NC(CC1)=O